N-((3S,4R)-4-((5-((cyclopropylmethyl)amino)-7-(2,6-dichloro-3,5-dimethoxyphenyl)-2,6-naphthyridin-3-yl)amino)-1-(1-methyl-1H-pyrazol-4-yl)pyrrolidin-3-yl)acrylamide C1(CC1)CNC1=C2C=C(N=CC2=CC(=N1)C1=C(C(=CC(=C1Cl)OC)OC)Cl)N[C@H]1[C@H](CN(C1)C=1C=NN(C1)C)NC(C=C)=O